ClC1=CC=C(C=C1)C(COC1=C(C=CC=C1Br)Br)=O (4-chlorophenyl)-2-(2,6-dibromophenoxy)ethanone